2,4,5,7-tetrahydropyrano[3,4-c]pyrazole-3-carboxamide N=1NC(=C2C1COCC2)C(=O)N